C1(=CC=CC=C1)C(C(=O)N1[C@@H]([C@H]2CC[C@@H](C1)N2C(=O)OC2=CC=CC=C2)C(=O)O)C2=CC=CC=C2 (1R,2S,5S)-3-(2,2-diphenylacetyl)-8-(phenoxycarbonyl)-3,8-diazabicyclo[3.2.1]octane-2-carboxylic acid